C[C@H]1[C@@H](N(CCO1)C(=O)OC(C)(C)C)C(=O)ON1C(C2=C(C(=C(C(=C2C1=O)Cl)Cl)Cl)Cl)=O 4-(tert-butyl) 3-(4,5,6,7-tetrachloro-1,3-dioxoisoindolin-2-yl) (2S,3R)-2-methylmorpholine-3,4-dicarboxylate